[Cl-].[Cl-].C[Si](=[Hf+2](C1C(=CC2=C(C=3CCCC3C=C12)C1=CC(=CC(=C1)C)C)C)C1C(=CC2=C(C(=C(C=C12)C(C)(C)C)OC)C1=CC(=CC(=C1)C)C)C)C Cis-dimethylsilylene[2-methyl-4-(3,5-dimethylphenyl)-5-methoxy-6-tert-butyl-inden-1-yl][2-methyl-4-(3,5-dimethylphenyl)-1,5,6,7-tetrahydro-s-indacen-1-yl]hafnium dichloride